Di-iso-propyl-p-toluidine C(C)(C)N(C1=CC=C(C=C1)C)C(C)C